C(C)(C)(C)C1(N(CCC(C1)C(=O)O)C(=O)O)C(C)(C)C Di-tert-butylpiperidine-1,4-dicarboxylic acid